2,2',7,7'-tetrakis[N-naphthalenyl-(phenyl)amino]-9,9-spirobifluorene C1(=CC=CC2=CC=CC=C12)N(C1=CC=2C3(C4=CC(=CC=C4C2C=C1)N(C1=CC=CC2=CC=CC=C12)C1=CC=CC=C1)C1=CC(=CC=C1C=1C=CC(=CC13)N(C1=CC=CC3=CC=CC=C13)C1=CC=CC=C1)N(C1=CC=CC3=CC=CC=C13)C1=CC=CC=C1)C1=CC=CC=C1